CC1=C(C(=C(C2=C1O[C@](CC2)(C)CCC[C@H](C)CCC[C@H](C)CCCC(C)C)C)OC(=O)C)C (+)-alpha-tocopheryl acetate